cyano-1-(6-[3-[(2-methoxyethyl)(methyl)amino]azetidin-1-yl]pyridin-3-yl)-4-oxoquinoline-3-carboxylic acid C(#N)C=1N(C2=CC=CC=C2C(C1C(=O)O)=O)C=1C=NC(=CC1)N1CC(C1)N(C)CCOC